BrCC(=O)C=1OC2=C(C1)C=C(C=C2)[N+](=O)[O-] 2-bromo-1-(5-nitrobenzofuran-2-yl)ethanone